1-((3,3-difluoro-1-methylcyclobutyl)methyl)-3-(3,3-difluorocyclobutyl)-4-(trifluoromethyl)-1H-pyrazole-5-carboxamide FC1(CC(C1)(C)CN1N=C(C(=C1C(=O)N)C(F)(F)F)C1CC(C1)(F)F)F